5-bromo-2-(2,4-dichlorophenyl)-1-(2-hydroxyethyl)-1H-pyrrole-3-carbonitrile BrC1=CC(=C(N1CCO)C1=C(C=C(C=C1)Cl)Cl)C#N